4-Methyl-3-[[3-oxo-3-[4-[5-(trifluoromethyl)pyrimidin-2-yl]piperazin-1-yl]propoxy]methyl]-5-(trifluoromethyl)-1H-pyridazin-6-one CC=1C(=NNC(C1C(F)(F)F)=O)COCCC(N1CCN(CC1)C1=NC=C(C=N1)C(F)(F)F)=O